COC=1C=C(C=CC1)/C=C/C(=O)C1=CC=C(OCCCC(=O)O)C=C1 4-[4-[(E)-3-(3-Methoxyphenyl)prop-2-enoyl]phenoxy]butanoic acid